1,7-dimethyl-1H-imidazo[4,5-b]pyridin-2(3H)-one CN1C(NC2=NC=CC(=C21)C)=O